COC1=C(C=C2C(=CC=NC2=C1)OC1=CC(=CC(=C1)C1=NC=CC=N1)OC)C(=O)N 7-Methoxy-4-(3-methoxy-5-(pyrimidin-2-yl)phenoxy)quinoline-6-carboxamide